4-((2-(4,4-difluoropiperidin-1-yl)-7-hydroxy-6-methoxyquinazolin-4-yl)amino)tetrahydro-2H-thiopyran 1,1-dioxide FC1(CCN(CC1)C1=NC2=CC(=C(C=C2C(=N1)NC1CCS(CC1)(=O)=O)OC)O)F